1-(allyloxy)-1-oxopropan-2-yl 1-{2-chloro-4-fluoro-5-[3-methyl-2,6-dioxo-4-(trifluoromethyl)-3,6-dihydropyrimidin-1(2H)-yl]phenoxy}cyclopropanecarboxylate ClC1=C(OC2(CC2)C(=O)OC(C(=O)OCC=C)C)C=C(C(=C1)F)N1C(N(C(=CC1=O)C(F)(F)F)C)=O